FC=1C=C(C(=O)[C@H]2N([C@@H](CC2)CCC)C(=O)OCC2=CC=CC=C2)C=CC1 benzyl (2S,5R)-2-(3-fluorobenzoyl)-5-propyl-pyrrolidine-1-carboxylate